FC(C=1C=C(C=C(C1)C(F)(F)F)C(C(=O)N(C)C=1C(=C2C(=NC1)N(N=C2)CC)C2=C(C=CC=C2)C)(C)C)(F)F 2-(3,5-bis-trifluoromethyl-phenyl)-N-(1-ethyl-4-o-tolyl-1H-pyrazolo[3,4-b]pyridin-5-yl)-N-methyl-isobutyramide